(3,4-dihydroxyphenyl)heptane OC=1C=C(C=CC1O)CCCCCCC